N-butoxymethyl-(methacrylamide) C(CCC)OCNC(C(=C)C)=O